ClC1=CC=C(C=C1)N1N=C(C2=CC=CC=C2C1=O)N1CC(CCC1)C(C(=O)O)(C)C 2-(1-(3-(4-chlorophenyl)-4-oxo-3,4-dihydro-phthalazin-1-yl)piperidin-3-yl)-2-methylpropanoic acid